(8S,11S)-22-fluoro-18-methyl-12-oxo-7-oxa-10,13,18,19-tetraazapentacyclo[15.6.1.12,6.18,11.020,24]hexacosane FC1CC2NN(C3CCCNC([C@H]4NC[C@@H](OC5CCCC(C(C1)C23)C5)C4)=O)C